3-fluoro-N-methyl-4-(prop-2-ynylamino)benzamide FC=1C=C(C(=O)NC)C=CC1NCC#C